N1[C@H](CCC1)COC1=C(C=CC=C1)CO (R)-(2-(pyrrolidin-2-ylmethoxy)phenyl)methanol